O1CC2CNC(C=3C=CC=C1C23)=O 2,2a,3,4-tetrahydro-5H-furo[4,3,2-de]isoquinolin-5-one